FC=1C=C(C=C(C1)C(=O)N1CCCCC1)B(O)O 3-FLUORO-5-(PIPERIDIN-1-YLCARBONYL)BENZENEBORONIC ACID